Methyl ((S)-3-cyclopropyl-2-(2-((S)-1-(2,3-difluorobenzyl)-5-oxopyrrolidin-2-yl)acetamido)propanoyl)glycinate C1(CC1)C[C@@H](C(=O)NCC(=O)OC)NC(C[C@H]1N(C(CC1)=O)CC1=C(C(=CC=C1)F)F)=O